selenobenzo[2,3-b]pyridine-2-carboxylic acid ethyl ester C(C)OC(=[Se])C1=CC=C2C(=N1)C=CC=C2